BrC=1C=C(C=[N+](C1)C(=O)OC(C)C)C=O isopropyl 5-bromo-3-formylpyridiniumcarboxylate